pyrenequinone, pyridinium salt [NH+]1=CC=CC=C1.C1(C(C=C2C=CC3=CC=CC4=CC=C1C2=C34)=O)=O